N1=NC=C2N1C=C(C=C2)NC(=O)[C@@H]2O[C@]([C@H]([C@H]2C2=C(C(=C(C=C2)F)C(F)F)OC)C)(C(F)(F)F)C |r| rac-(2R,3S,4S,5R)-N-([1,2,3]triazolo[1,5-a]pyridin-6-yl)-3-(3-(difluoromethyl)-4-fluoro-2-methoxyphenyl)-4,5-dimethyl-5-(trifluoromethyl)tetrahydrofuran-2-carboxamide